ClC=1C=C(CN2N=C3C4=C(CCC3=C2)OC(=C4C)C(=O)NC4=C(C=CC=C4)C)C=CC1 2-(3-chlorobenzyl)-8-methyl-N-(2-methylphenyl)-4,5-dihydro-2H-furo[2,3-g]indazole-7-carboxamide